[N+](=O)([O-])C1=CC=C(C=C1)C1=NC2=CC=C(C=C2N=C1C1=CC=CC=C1)[N+](=O)[O-] 2-(4-nitrophenyl)-3-phenyl-6-nitroquinoxaline